NC=1C2=C(N=CN1)N(C(=C2C2=CC=C(C=C2)OC2=CC=CC=C2)C#CC2CCN(CC2)C(=O)OC(C)(C)C)C(C(=O)OC)C tert-butyl 4-((4-amino-7-(1-methoxy-1-oxopropan-2-yl)-5-(4-phenoxyphenyl)-7H-pyrrolo[2,3-d]pyrimidin-6-yl)ethynyl)piperidine-1-carboxylate